OC1=C(C(=O)OC)C=CC(=C1)OC methyl 2-hydroxy-4-methoxybenzoate